7-(2-Bromoethoxy)-3-iodo-1H-indazole BrCCOC=1C=CC=C2C(=NNC12)I